CN(C1(CCC2(CN(C(N2)=O)C2=CNC3=CC=CC=C23)CC1)C1=CC=CC=C1)C 8-(dimethylamino)-3-(1H-indol-3-yl)-8-phenyl-1,3-diazaspiro[4.5]decan-2-one